1-(6-Benzyl-3,3-dimethyl-2,3-dihydro-indol-1-yl)-2-((2R,5R)-2-hydroxymethyl-5-methyl-piperazin-1-yl)-ethanone trifluoroacetate salt FC(C(=O)O)(F)F.C(C1=CC=CC=C1)C1=CC=C2C(CN(C2=C1)C(CN1[C@H](CN[C@@H](C1)C)CO)=O)(C)C